2-(4-chlorobenzyl)-6-(6-(2,2,2-trifluoroethoxy)pyridin-3-yl)pyridazin-3(2H)-one ClC1=CC=C(CN2N=C(C=CC2=O)C=2C=NC(=CC2)OCC(F)(F)F)C=C1